tri(2-chloropropyl)phosphate ClC(COP(=O)(OCC(C)Cl)OCC(C)Cl)C